ClC1=NC=CC(=C1)N1CCN(CC1)CC=1C=C2CN(C(C2=CC1)=O)N1C(NC(CC1)=O)=O 1-(5-((4-(2-chloropyridin-4-yl)piperazin-1-yl)methyl)-1-oxoisoindolin-2-yl)dihydropyrimidine-2,4(1H,3H)-dione